((S)-1-(2-Fluorophenyl)ethyl)-4-((R)-3-(3-(trifluoromethyl)phenoxy)pyrrolidin-1-yl)tetrahydro-2H-pyran-4-carboxamide FC1=C(C=CC=C1)[C@H](C)C1OCCC(C1)(C(=O)N)N1C[C@@H](CC1)OC1=CC(=CC=C1)C(F)(F)F